1-(7-cyano-5-fluorobenzo[b]thiophen-2-yl)-1H-pyrazole-4-carboxylic acid C(#N)C1=CC(=CC2=C1SC(=C2)N2N=CC(=C2)C(=O)O)F